C(C)(=O)N1CC(C(C1)C1=CC(=CC=C1)Br)C(=O)[O-] 1-acetyl-4-(3-bromophenyl)pyrrolidine-3-carboxylate